CC1=C2C(=C3C(=N1)CNC3)CCC2 5-Methyl-1,2,3,6,7,8-hexahydrocyclopenta[d]pyrrolo[3,4-b]pyridine